N[SH2](C1=CC(=CO1)C(=O)[O-])=C=N[Si](C)(C)C(C)(C)C 5-[amino[(tert-butyldimethylsilyl)imino]methylidene-lambda6-sulfanyl]furan-3-carboxylate